C(C)(C)(C)C1=CC=C(C(=O)OC=C)C=C1 vinyl p-tert-butylbenzoate